CC=1C=C(C=CC1)S(=O)NC1=CC=C(C=C1)C (3-methylbenzenesulfinyl)-4-methylaniline